[N+](=O)([O-])C1=CC(=CC2=C1OCCO2)C=O 8-Nitro-2,3-dihydrobenzo[b]-[1,4]dioxine-6-carbaldehyde